2-(5-amino-3-pyridinyl)[1,2]benzisoselenazol-3(2H)-one NC=1C=C(C=NC1)N1[Se]C2=C(C1=O)C=CC=C2